FC=1C=CC=C(C(=O)N(C(C)C)C(C)C)C1 5-fluoro-N,N-diisopropyl-benzamide